FC1=C(C=C(C=C1)OC=1C(=C2C=CNC2=CC1F)CO)C=1NC(=CN1)C(CCCCCCC#N)(C)C1=CC(=CC=C1)I 8-(2-(2-Fluoro-5-((6-fluoro-4-(hydroxymethyl)-1H-indol-5-yl)oxy)phenyl)-1H-imidazol-5-yl)-8-(3-iodophenyl)nonanenitrile